Methyl{6-[4-Fluoro-2-(piperidin-4-yl)-1,3-benzothiazol-6-yl]-2-methylimidazo[1,2-b]pyridazin-8-yl}acetat COC(CC=1C=2N(N=C(C1)C1=CC3=C(N=C(S3)C3CCNCC3)C(=C1)F)C=C(N2)C)=O